3-[piperidin-1-yl]pyrazin-2(1H)-one N1(CCCCC1)C=1C(NC=CN1)=O